methyl 2-(5-(benzoyloxy)pentyl)-6-chloro-4-cyclopropylnicotinate C(C1=CC=CC=C1)(=O)OCCCCCC1=C(C(=O)OC)C(=CC(=N1)Cl)C1CC1